{8-[(2,5-dimethoxyphenyl)sulfonyl]-3,8-diazabicyclo[3.2.1]oct-3-yl}(1H-1,2,3-triazol-5-yl)methanone COC1=C(C=C(C=C1)OC)S(=O)(=O)N1C2CN(CC1CC2)C(=O)C2=CN=NN2